O=C1NC(CCC1N1C(C2=CC=CC(=C2C1)NCC(=O)NC1=CC(=CC=C1)C1=CC=2[C@H]3[C@@H]([C@@H](NC2C=C1)CO)CCN3S(=O)(=O)C3=CC=C(C)C=C3)=O)=O 2-((2-(2,6-dioxopiperidin-3-yl)-1-oxoisoindolin-4-yl)amino)-N-(3-((3aR,4R,9bR)-4-(hydroxymethyl)-1-tosyl-2,3,3a,4,5,9b-hexahydro-1H-pyrrolo[3,2-c]quinolin-8-yl)phenyl)acetamide